FC1=CC=C2C(=CC=NC2=C1)N1CCN(CC1)C(=O)[C@@H]1CN(CC1)S(=O)(=O)C1=NN(C=N1)CC(C)=O (S)-1-(3-((3-(4-(7-fluoroquinolin-4-yl)piperazine-1-carbonyl)pyrrolidin-1-yl)sulfonyl)-1H-1,2,4-triazol-1-yl)propan-2-one